C(C)(=O)NC1CCN(CC1)CC(=O)NC1=CC2=C(OCO2)C=C1C(C)=O 2-(4-Acetamidopiperidin-1-yl)-N-(6-acetylbenzo[d][1,3]dioxol-5-yl)acetamide